Ethyl (R)-4-(piperidin-3-ylamino)-7H-pyrrolo[2,3-d]pyrimidine-5-carboxylate N1C[C@@H](CCC1)NC=1C2=C(N=CN1)NC=C2C(=O)OCC